2,2'-thiodiglycolic acid S(C(C(=O)O)O)C(C(=O)O)O